6-[4-[acetyl-(ethyl)amino]-3-methyl-phenyl]-N-(3-pyridylmethyl)pyridine-3-carboxamide C(C)(=O)N(C1=C(C=C(C=C1)C1=CC=C(C=N1)C(=O)NCC=1C=NC=CC1)C)CC